N-[(4R)-2-ethyl-3-oxo-isoxazolidin-4-yl]-2-[(2S)-2-[methoxymethyl(trifluoromethylsulfonyl)amino]propoxy]-5-methyl-pyridine-4-carboxamide C(C)N1OC[C@H](C1=O)NC(=O)C1=CC(=NC=C1C)OC[C@H](C)N(S(=O)(=O)C(F)(F)F)COC